N[C@@H]1[C@H](OCCC1)C1=C(C2=NC(=CC(=C2S1)NCC=1SC=CC1)Cl)C#CCCO 4-(2-((2s,3s)-3-aminotetrahydro-2H-pyran-2-yl)-5-chloro-7-((thiophen-2-ylmethyl)amino)thieno[3,2-b]pyridin-3-yl)but-3-yn-1-ol